C1(=C(OC)C=C(CC=C)C=C1)CC(=O)O.C(C)(=O)O.C=1(C(O)=CC=C(CC=C)C1)OC Eugenol acetate (Eugenyl-acetate)